2,5-bis(7-Methoxy-2,2-dimethylchroman-8-yl)thieno[3,2-b]thiophene COC1=CC=C2CCC(OC2=C1C1=CC2=C(S1)C=C(S2)C=2C(=CC=C1CCC(OC21)(C)C)OC)(C)C